OC1=C(C(=O)O)C(=CC(=C1)OC1O[C@@H]([C@H]([C@@H]([C@H]1CO)O)O)O)CCCCC 2-hydroxy-6-pentyl-4-{[(3R,4R,5S,6S)-4,5,6-trihydroxy-3-(hydroxymethyl)oxan-2-yl]oxy}benzoic acid